ClC1=CC2=C(N=CN(C2=O)CC2(CCN(CC2)C(C2=C(C=C(C=C2)Cl)C)=O)O)N1C1=CC(=C(C=C1)[C@@H]1NC[C@H](OC1)C)C 6-Chloro-3-((1-(4-chloro-2-methylbenzoyl)-4-hydroxypiperidin-4-yl)methyl)-7-(3-methyl-4-((3s,6r)-6-methylmorpholin-3-yl)phenyl)-3,7-dihydro-4H-pyrrolo[2,3-d]pyrimidin-4-one